2-methyl-(3-phenyl)oxirane CC1OC1C1=CC=CC=C1